3-nitro-4-(phenylethynyl)toluene [N+](=O)([O-])C=1C=C(C)C=CC1C#CC1=CC=CC=C1